C(C)(C)(C)OC(N=C1N(C(CC(N1)(C)C1=C(C(=CC=C1)N)Cl)=O)C1CCC(CC1)(F)F)=O [4-(3-amino-2-chlorophenyl)-1-(4,4-difluorocyclohexyl)-4-methyl-6-oxo-tetrahydropyrimidin-2(1H)-ylidene]carbamic acid tert-butyl ester